tert-butyl 2-(5-bromopyrimidin-2-yl)-1,3,3a,4,6,6a-hexahydropyrrolo[3,4-c]pyrrole-5-carboxylate BrC=1C=NC(=NC1)N1CC2CN(CC2C1)C(=O)OC(C)(C)C